O=C1NC(CCC1N1C(C2=CC=C(C(=C2C1)F)N1CCC(CC1)CC1(CCN(CC1)C(=O)OC(C)(C)C)F)=O)=O tert-butyl 4-[[1-[2-(2,6-dioxo-3-piperidyl)-4-fluoro-1-oxo-isoindolin-5-yl]-4-piperidyl]methyl]-4-fluoro-piperidine-1-carboxylate